2-(benzyloxymethyl)-3-(2-chlorophenyl)oxirane C(C1=CC=CC=C1)OCC1OC1C1=C(C=CC=C1)Cl